(1s,4s)-4-(8-(2-chloro-6-fluorophenylamino)-2-(1-(pyridin-3-yl)piperidin-4-ylamino)-9H-purin-9-yl)cyclohexanecarboxamide ClC1=C(C(=CC=C1)F)NC=1N(C2=NC(=NC=C2N1)NC1CCN(CC1)C=1C=NC=CC1)C1CCC(CC1)C(=O)N